NCC(=O)NC1CCC=2N(C3=C(C(=CC=C3C2C=2C=NNC2)Cl)Cl)C1 2-amino-N-[3,4-dichloro-10-(1H-pyrazol-4-yl)-6,7,8,9-tetrahydropyrido[1,2-a]indol-7-yl]acetamide